ClC=1C=C(C=C(C1OCCCl)Cl)C(C)(C)O 2-[3,5-dichloro-4-(2-chloroethoxy)phenyl]propan-2-ol